3-[2-(3-Chlorophenyl)ethynyl]-N-ethyl-N-methyl-6,8-dihydro-5H-[1,2,4]triazolo[4,3-a]pyrazine-7-carboxamide ClC=1C=C(C=CC1)C#CC1=NN=C2N1CCN(C2)C(=O)N(C)CC